COC=1C=C(C=CC1OCC=1C=NC(=CC1)OC)NC1=C(C=2N=C(C=NC2C=C1)N1CCC(CC1)C)C#N 6-((3-methoxy-4-((6-methoxypyridin-3-yl)methoxy)phenyl)amino)-3-(4-methylpiperidin-1-yl)quinoxaline-5-carbonitrile